5-(3-((4-(2,4-difluorophenyl)piperazin-1-yl)methyl)piperidin-1-yl)-2-(furan-2-yl)-[1,2,4]triazolo[1,5-a][1,3,5]triazine-7-amine FC1=C(C=CC(=C1)F)N1CCN(CC1)CC1CN(CCC1)C1=NC=2N(C(=N1)N)N=C(N2)C=2OC=CC2